COC1=CC=C(C=C1)C(C)(C)C1=CC=C(C=C1)O 4-[1-(4-methoxyphenyl)-1-methylethyl]phenol